C(C1=CC=CC=C1)(=O)NC(=O)N1CCNCC1 N-benzoylpiperazine-1-carboxamide